3,5-dimethyl-N-(2-(4-methylthiazol-5-yl)ethyl)benzamide CC=1C=C(C(=O)NCCC2=C(N=CS2)C)C=C(C1)C